C1=2C=C(C=CC2CC1)C=CC(=O)O 3-[bicyclo[4.2.0]oct-1(6),2,4-trien-3-yl]prop-2-enoic acid